CN(CC(=O)O)C(C1=NC=C(C(=C1O)C)C=O)=O.COC(=O)C=1C=C(C=C(C1)C(=O)OC)P(O)(O)=O.C(CCCCC)N1CN(C=C1)C.C(CCCCC)N1CN(C=C1)C bis(1-hexyl-3-methylimidazole) 3,5-bis(methoxycarbonyl)phenylphosphonate methyl-(5-formyl-3-hydroxy-4-methylpicolinoyl)glycinate